o-diazine N1=NC=CC=C1